ethyl 2-methylpropanoate CC(C(=O)OCC)C